CN1C(=NC2=C1C=CC=C2)C2=CC1=C(N=C(N1CC1=CC=C(C=C1)C=1C(=CC=CC1)C(=O)N[C@H](C(=O)N[C@@H](CC1=CN=C[NH2+]1)C=O)CC(C)C)CCC)C(=C2)C 5-((S)-2-((S)-2-(4'-((1,7'-dimethyl-2'-propyl-1H,3'H-[2,5'-bibenzo[d]imidazol]-3'-yl)methyl)-[1,1'-biphenyl]-2-carboxamido)-4-methylpentanamido)-3-oxopropyl)-1H-imidazol-1-ium